Propyl 2-formylbenzoate C(=O)C1=C(C(=O)OCCC)C=CC=C1